C1(=CC=C(C2=CC=CC=C12)C=1OC2=C(N1)C=CC=C2)C=2OC1=C(N2)C=CC=C1 2,2'-(naphthalene-1,4-diyl)bis(benzoxazole)